C(#N)N1CC2(C(NC3=CC=C(C=C3C2)C2=CC=C(C(=O)NC)C=C2)=O)CC1 4-(1-Cyano-2'-oxo-1',4'-dihydro-2'H-spiro[pyrrolidine-3,3'-quinolin]-6'-yl)-N-methylbenzamide